(Z)-1-(3-(5-ethoxy-2-(trifluoromethyl)phenyl)-4-oxothiazolidin-2-ylidene)-3-(2-fluoro-4-(1-(4-(trifluoromethoxy)phenyl)-1H-1,2,4-triazol-3-yl)phenyl)urea C(C)OC=1C=CC(=C(C1)N1/C(/SCC1=O)=N/C(=O)NC1=C(C=C(C=C1)C1=NN(C=N1)C1=CC=C(C=C1)OC(F)(F)F)F)C(F)(F)F